COCC(C=1OC(=CC1)C)N1N(CC2=C1N(C1=CC=CC=C21)C2=CC=C(C=C2)C(F)(F)F)C N-[2-methoxy-1-(5-methylfuran-yl)ethyl]-2-methyl-8-[4-(trifluoromethyl)phenyl]-2H,8H-pyrazolo[3,4-b]indole